C(CC)(=O)OC1=CC(=CC(=C1)C(C)(C)C)C(C)(C)C (3,5-di-t-butyl phenyl) propionate